4'-chlorospiro[cyclopropane-1,5'-pyrrolo[2,3-d]pyrimidin]-6'(7'H)-one ClC=1C2=C(N=CN1)NC(C21CC1)=O